N[C@H](CC1=C(C=2N=NN=C(C2S1)NCC=1SC=CC1)C#CC)C (S)-6-(2-Aminopropyl)-7-(prop-1-yn-1-yl)-N-(thiophen-2-ylmethyl)thieno[3,2-d][1,2,3]triazin-4-amine